ClC=1C=CC(=C(N)C1)N1CCC2(CC1)CN(C1=CC(=CC=C12)F)C 5-chloro-2-{6-fluoro-1-methyl-1,2-dihydrospiro[indole-3,4'-piperidine]-1'-yl}aniline